Cl.CC=1C=C(C=CC1C)NN 3,4-dimethylphenyl-hydrazine hydrochloride